1-(β-D-Ribofuranosyl)-Dihydropyrimidin-2-One [C@@H]1([C@H](O)[C@H](O)[C@H](O1)CO)N1C(NCC=C1)=O